C(C)C(=C)C=C 2-ethylbutadiene